ClC1=CC(=NC=C1)N1CC2C(C2C1)C#N 3-(4-chloro-2-pyridinyl)-3-azabicyclo[3.1.0]hexane-6-carbonitrile